COC1=CC(=C(C(=C1)C)B1OC(C(O1)(C)C)(C)C)OCC1=CC=C(C=C1)OC 2-(4-methoxy-2-((4-methoxybenzyl)oxy)-6-methylphenyl)-4,4,5,5-tetramethyl-1,3,2-dioxaborolane